NN1C=NC(=C2N3C(N=C12)N(C(N3CC)=O)CCN3N=CC(=C3)C3=C(C=C(C=C3)F)F)C=3OC=CC3 5-Amino-3-[2-[4-(2,4-difluorophenyl)pyrazol-1-yl]ethyl]-1-ethyl-8-(2-furyl)-[1,2,4]triazolo[5,1-f]purin-2-one